OC1CCC(CC1)C(=O)N 4-hydroxy-(1s,4s)-cyclohexanecarboxamide